OCCN1CCN(CC1)C1=CC(=NC=2N1N=C(C2C2=CC=CC=C2)C)C=2C=C(C=CC2)CCCCCN2CCN(CC2)C(CNC=2C=C(C=CC2)C2C(NC(CC2)=O)=O)=O 3-(3-((2-(4-(5-(3-(7-(4-(2-Hydroxyethyl)piperazin-1-yl)-2-methyl-3-phenyl-pyrazolo[1,5-a]pyrimidin-5-yl)phenyl)pentyl)piperazin-1-yl)-2-oxoethyl)amino)phenyl)-piperidine-2,6-dione